2-[2-[2-[2-(2-hydroxyethoxy)ethoxy]ethoxy]ethoxy]ethylammonium OCCOCCOCCOCCOCC[NH3+]